N[C@@H]1CC(N(C1)C1=CC=C(C=C1)S(=O)(=O)N1CCN(CC1)C1=NC(=CC(=C1)C(C1CCC(CC1)NC(N(CCCN)CCCN)=O)(F)F)Cl)=O 3-[4-[[2-[4-[4-[(4R)-4-amino-2-oxo-pyrrolidin-1-yl]phenyl]sulfonylpiperazin-1-yl]-6-chloro-4-pyridyl]-difluoro-methyl]cyclohexyl]-1,1-bis(3-aminopropyl)urea